1-(4-{3-[(1r,3R,5S,7r)-3,5-dimethyladamantan-1-yl]ureido}benzoyl)piperidine C[C@]12CC3(CC(C[C@@](C1)(C3)C)C2)NC(NC2=CC=C(C(=O)N3CCCCC3)C=C2)=O